COC(=O)[C@H]1[C@@H]2C=C[C@H]([C@H]1NC(=O)OC(C)(C)C)C2 (1S,2S,3R,4R)-3-((tert-butoxycarbonyl)amino)bicyclo[2.2.1]hept-5-ene-2-carboxylic acid methyl ester